ClC1=CC(N(C(N1)=O)C(C)C)=O 6-chloro-3-(propan-2-yl)-1,2,3,4-tetrahydropyrimidine-2,4-dione